butyl-1,2-benzisothiazolin C(CCC)C1=NSC2=C1C=CC=C2